Heptadecyl L-alaninate N[C@@H](C)C(=O)OCCCCCCCCCCCCCCCCC